sodium (trimethylsilyl) propionate C(CC)(=O)O[Si](C)(C)C.[Na]